CC1=C(C=CC=C1C(F)(F)F)[C@@H](C)NC1=NC2=CC(=CC=C2C=N1)P(C)C ((((R)-1-(2-methyl-3-(trifluoromethyl)phenyl)ethyl)amino)quinazolin-7-yl)dimethylphosphine